ClC1=C(C=C(C=C1)C(F)(F)F)C(C(Cl)(Cl)Cl)=O chloro-5'-trifluoromethyl-2,2,2-trichloroacetophenone